C(=O)(O)C(CCCC1=C(C=CC=C1)CCCC(C(=O)O)(C)C)(C)C 5-[2-(4-carboxy-4-methylpentyl)-phenyl]-2,2-dimethylpentanoic acid